C(C1=CC=CC=C1)ON1C(CCC2=CC=CC=C12)=O 1-benzyloxy-3,4-dihydro-1H-quinolin-2-one